α-methyl-L-ornithine C[C@](N)(CCCN)C(=O)O